ClC=1C=C(C=C(C1OC=1C=C2C(=CNC2=CC1)C(C)C)Cl)N1N=C(C(NC1=O)=O)C(=O)O 2-(3,5-dichloro-4-((3-isopropyl-1H-indol-5-yl)oxy)phenyl)-3,5-dioxo-2,3,4,5-tetrahydro-1,2,4-triazine-6-carboxylic acid